2-(2-((5-(1-aminoisoquinolin-5-yl)-1-cyclobutyl-1H-indazol-3-yl)methoxy)-6-ethylphenyl)acetic acid NC1=NC=CC2=C(C=CC=C12)C=1C=C2C(=NN(C2=CC1)C1CCC1)COC1=C(C(=CC=C1)CC)CC(=O)O